ethyl (3R)-3-(1,4-dimethyl-1H-benzotriazol-5-yl)-3-(7-{[(4S*)-4-ethyl-1,1-dioxido-4,5-dihydropyrido[2,3-f][1,2]thiazepin-2(3H)-yl]methyl}-2,3-dihydro-1H-inden-5-yl)propanoate CN1N=NC2=C1C=CC(=C2C)[C@H](CC(=O)OCC)C=2C=C1CCCC1=C(C2)CN2S(C1=C(C[C@@H](C2)CC)N=CC=C1)(=O)=O |o1:33|